(R)-8-fluoro-3-(3-(3-(4-fluorophenyl)pyrrolidin-1-yl)propyl)-5-methylisoquinolin-1(2H)-one FC=1C=CC(=C2C=C(NC(C12)=O)CCCN1C[C@H](CC1)C1=CC=C(C=C1)F)C